CC(C)C(C(=O)SCCNC(=O)CCNC(=O)[C@@H](C(C)(C)COP(=O)([O-])OP(=O)([O-])OC[C@@H]1[C@H]([C@H]([C@@H](O1)N2C=NC3=C(N=CN=C32)N)O)OP(=O)([O-])[O-])O)O The molecule is a fatty acyl-CoA(4-) arising from deprotonation of the phosphate and diphosphate functions of 2-hydroxyisovaleryl-CoA; major species at pH 7.3. It is a fatty acyl-CoA(4-) and a 2-hydroxy-3-methylacyl-CoA(4-). It derives from an isovaleryl-CoA(4-). It is a conjugate base of a 2-hydroxyisovaleryl-CoA.